tert-butyl (chroman-4-ylmethyl)(methyl)carbamate O1CCC(C2=CC=CC=C12)CN(C(OC(C)(C)C)=O)C